CN1CCN(CC1)C1=CC=C(C(=O)Cl)C=C1 4-(4-methylpiperazin-1-yl)benzoyl chloride